C(C)(C)(C)OC(N(CCO)C1CC1)=O N-cyclopropyl-N-(2-hydroxyethyl)carbamic acid tert-butyl ester